C(C)(C)(C)C1=CC=C(C=C1)[NH-] N-4-tertiary butyl-phenylamide